3-((2-(2,6-dioxopiperidin-3-yl)-1,3-dioxoisoindoline-4-yl)amino)propionic acid O=C1NC(CCC1N1C(C2=CC=CC(=C2C1=O)NCCC(=O)O)=O)=O